[Co].[Nb] NIOBIUM-COBALT